(R)-1'-(6-((2-amino-3-chloropyridin-4-yl)thio)pyrido[2,3-b]pyrazin-2-yl)-5,7-dihydrospiro[cyclopenta[b]pyridin-6,4'-piperidin]-5-amine NC1=NC=CC(=C1Cl)SC=1C=CC=2C(=NC=C(N2)N2CCC3(CC2)[C@H](C=2C(=NC=CC2)C3)N)N1